methyl-2-butenedioic anhydride CC=1C(=O)OC(C1)=O